(R)-1-carboxy-14-(3-(2,5-dioxo-2,5-dihydro-1H-pyrrol-1-yl) propanamido)-13-oxo-3,6,9-trioxa-12-azapentadecane-15-sulfonate C(=O)(O)CCOCCOCCOCCNC([C@H](CS(=O)(=O)[O-])NC(CCN1C(C=CC1=O)=O)=O)=O